4-(difluoromethylthio)-5-[(2-pyridylmethyl)amino]pyrazole-3-carbonitrile FC(SC=1C(=NNC1NCC1=NC=CC=C1)C#N)F